N-(2-bromothiophene-3-carbonyl)-N-(4-methoxy-2-methylphenyl)carbamic acid tert-butyl ester C(C)(C)(C)OC(N(C1=C(C=C(C=C1)OC)C)C(=O)C1=C(SC=C1)Br)=O